4-(4-(aminomethyl)phenyl)-N,N-dimethylpyrazolo[1,5-a]pyrazin-6-amine dihydrochloride HCl Cl.Cl.Cl.NCC1=CC=C(C=C1)C=1C=2N(C=C(N1)N(C)C)N=CC2